(6-chloro-[1,3]dioxolo[4,5-b]pyridin-7-yl)methanol ClC=1C(=C2C(=NC1)OCO2)CO